C(C)(C)(C)OC(=O)N1CCN(CC1)C=1C=C2CN(CC2=CC1)C(CN1N=C(C2=C1CN(C2)C2=C1C=CC=NC1=C(C=C2)C#N)C)=O 4-(2-(2-(5-(8-cyanoquinolin-5-yl)-3-methyl-5,6-dihydropyrrolo[3,4-c]pyrazol-1(4H)-yl)acetyl)isoindolin-5-yl)piperazine-1-carboxylic acid tert-butyl ester